C1(=CC=C(C=C1)C(=O)C1=C(C=CC=C1)N(C(C)=O)C)C1=CC=CC=C1 N-(2-([1,1'-biphenyl]-4-carbonyl)phenyl)-N-methylacetamide